[6-[[2-(2,2,2-trifluoroethyl)pyrazol-3-yl]methyl]-2,6-diazaspiro[3.3]heptan-2-yl]-[6-[3-(trifluoromethyl)-1,2,4-triazol-1-yl]-2-azaspiro[3.3]heptan-2-yl]methanone FC(CN1N=CC=C1CN1CC2(CN(C2)C(=O)N2CC3(C2)CC(C3)N3N=C(N=C3)C(F)(F)F)C1)(F)F